(8R,13R)-8,13-dimethyl-19-(oxan-2-yl)-7,11,14-trioxa-4,19,20-triazatetracyclo[13.5.2.12,6.018,21]tricosa-1(20),2(23),3,5,15(22),16,18(21)-heptaene C[C@H]1OC2=CN=CC(C3=NN(C=4C=CC(O[C@@H](COCC1)C)=CC34)C3OCCCC3)=C2